sulfonylbis(dihydropyridine) S(=O)(=O)(C1NC=CC=C1)C1NC=CC=C1